CC1=NC(=NC2=CC3=C(C=C12)C1(C(N3)=O)CCCC1)C dimethylspiro[cyclopentane-1,6'-pyrrolo[3,2-g]quinazolin]-7'(8'H)-one